2-[2-oxo-2-(1-pyrrolidinyl)ethoxy]acetic acid O=C(COCC(=O)O)N1CCCC1